6-(3-Isopropyl-5-(1-(oxetan-3-yl)azetidin-3-yl)-1H-indol-2-yl)-8-methyl-[1,2,4]triazolo[1,5-a]pyridin C(C)(C)C1=C(NC2=CC=C(C=C12)C1CN(C1)C1COC1)C=1C=C(C=2N(C1)N=CN2)C